tert-butyl (R)-2,7-diazaspiro[4.4]nonane-2-carboxylate C1N(CC[C@]12CNCC2)C(=O)OC(C)(C)C